2-(2-((6-bromopyridin-2-yl)oxy)ethoxy)propyl 4-methylbenzenesulfonate CC1=CC=C(C=C1)S(=O)(=O)OCC(C)OCCOC1=NC(=CC=C1)Br